C(C)O[Si](CCCS=C(N(C)C)SSSSC(N(C)C)=SCCC[Si](OCC)(OCC)OCC)(OCC)OCC 3-Triethoxysilylpropyl-N,N-dimethylthiocarbamoyltetrasulfide